2,N-dicyclohexyl-2-[2-(3-difluoromethoxy-phenyl)-benzimidazol-1-yl]-acetamide C1(CCCCC1)C(C(=O)NC1CCCCC1)N1C(=NC2=C1C=CC=C2)C2=CC(=CC=C2)OC(F)F